(10S)-6-chloro-8-(2,6-difluorophenyl)-10-methyl-5-(trifluoromethyl)-1,4,9,12-tetrazatetracyclo[9.6.0.02,7.013,17]heptadeca-2(7),3,5,8,11,13(17)-hexaene ClC1=C(N=CC=2N3C=4CCCC4N=C3[C@@H](N=C(C12)C1=C(C=CC=C1F)F)C)C(F)(F)F